The molecule is an organic heterotricyclic compound that consists of a 2,3,3a,8b-tetrahydro-H-benzo[b]cyclopenta[d]furan framework substituted by hydroxy groups at positions C-1 and C-8b, a methoxycarbonyl group at C-2, a phenyl group at C-3, a 4-methoxyphenyl group at C-3a, a methoxy group at C-8 and a 1,4-dioxan-2-yloxy group at position C-6 which in turn is substituted by a methoxy group at position 3 and a 1,2-dihydroxyethyl group at position 6. Isolated from Aglaia silvestris, it exhibits antineoplastic activity. It has a role as a metabolite and an antineoplastic agent. It is an organic heterotricyclic compound, a member of dioxanes, an ether and a methyl ester. CO[C@H]1[C@@H](O[C@H](CO1)[C@@H](CO)O)OC2=CC3=C(C(=C2)OC)[C@@]4([C@@H]([C@@H]([C@H]([C@@]4(O3)C5=CC=C(C=C5)OC)C6=CC=CC=C6)C(=O)OC)O)O